3,3',3''-((nitrilotris(methylene))tris(1H-pyrazolo[4,3-b]pyridine-3,5-diyl))tris(2-(pyrrolidin-3-yl)propanoic acid) N(CC1=NNC=2C1=NC(=CC2)CC(C(=O)O)C2CNCC2)(CC2=NNC=1C2=NC(=CC1)CC(C(=O)O)C1CNCC1)CC1=NNC=2C1=NC(=CC2)CC(C(=O)O)C2CNCC2